N=S(=O)(C)CCC=1N=NN(C1)C1=CC=NC2=CC(=CC=C12)OC imino(2-(1-(7-methoxyquinolin-4-yl)-1H-1,2,3-triazol-4-yl)ethyl)(methyl)-λ6-sulfanone